C[C@H]1CCN(CCO1)C1=NC=C(C=C1C(=O)NC1=CC(=NC=C1)S(N)(=O)=O)C(F)(F)F 2-[(7S)-7-methyl-1,4-oxazepan-4-yl]-N-(2-sulfamoyl-4-pyridyl)-5-(trifluoromethyl)pyridine-3-carboxamide